CS(=O)(=O)C=1C=CC(=NC1)C(=O)O 5-(methylsulfonyl)picolinic acid